COC1=C(C=C(C(=C1)CCC)C)CC(CC)NC(OC(C)(C)C)=O tert-butyl (1-(2-methoxy-5-methyl-4-propylphenyl)butan-2-yl)carbamate